N1C=NC=C1C1=CN=C2C(N(C(=NN21)N2CC(C2)C2=CC=CC=C2)C(C)C)=O (l)-7-(1H-imidazol-5-yl)-3-isopropyl-2-(3-phenylazetidin-1-yl)imidazo[2,1-f][1,2,4]triazin-4(3H)-one